2-bromo-5-(methoxymethyl)phenol BrC1=C(C=C(C=C1)COC)O